2-({6-[(1,3-Benzothiazol-2-yl)amino]-5-methylpyridazin-3-yl}(4-sulfobutyl)amino)-5-(3-{4-[3-(dimethylamino)prop-1-yn-1-yl]-2-fluorophenoxy}propyl)-1,3-thiazole-4-carboxylic acid S1C(=NC2=C1C=CC=C2)NC2=C(C=C(N=N2)N(C=2SC(=C(N2)C(=O)O)CCCOC2=C(C=C(C=C2)C#CCN(C)C)F)CCCCS(=O)(=O)O)C